rac-6,7-dihydro-5H-cyclopenta[b]pyridine-7-amine hydrochloride Cl.N1=C2C(=CC=C1)CC[C@H]2N |r|